FC1=CC(=C2C=C(N(C2=C1F)CCNC1=CC(=NC=N1)C1=CC=C(C=C1)C1=NOC(N1)=O)C)C 3-(4-{6-[2-(6,7-Difluoro-2,4-dimethyl-indol-1-yl)-ethylamino]-pyrimidin-4-yl}-phenyl)-4H-[1,2,4]oxadiazol-5-one